C(C)(C)(C)OCCN(CC[C@@H](C(=O)O)NC(=O)C=1C(=NC=NC1)C(F)(F)F)CCCCC1=NC=2NCCCC2C=C1 (S)-4-((2-(tert-butoxy)ethyl)(4-(5,6,7,8-tetrahydro-1,8-naphthyridin-2-yl)butyl)amino)-2-(4-(trifluoromethyl)pyrimidine-5-carboxamido)butanoic acid